4-{4-[(3-cyano-4,5-difluorophenyl)methyl]-5-fluoropyridin-2-yl}-2-methylbenzamide C(#N)C=1C=C(C=C(C1F)F)CC1=CC(=NC=C1F)C1=CC(=C(C(=O)N)C=C1)C